C1(CC1)C=1C=CC=2N(C1)C=C(N2)COC2=NC(=NC(=C2)NCC2=C(C=C(C=C2C)C(NC(=O)OCC)=N)C)C(=O)O 4-((6-cyclopropylimidazo[1,2-a]pyridin-2-yl)methoxy)-6-(4-(N-(ethoxycarbonyl)carbamimidoyl)-2,6-dimethylbenzylamino)pyrimidine-2-carboxylic acid